NC1=CC(=NC(=C1)C(NC1=CC=CC=C1)=O)NC(OC(C)(C)C)=O tert-butyl (4-amino-6-(phenylcarbamoyl)pyridin-2-yl)carbamate